(1,2,4-triazine-3-carboxamide) propionate C(CC)(=O)O.N1=NC(=NC=C1)C(=O)N